FC([C@@H](CC(=O)N1CC2(CCCC2)C(CC1)(O)CN1C=C(C(=CC1=O)C1=CC=CC=C1)C(=O)N(C)C)C1=CC=CC=C1)F 1-((7-((S)-4,4-Difluoro-3-phenylbutanoyl)-10-hydroxy-7-azaspiro[4.5]decan-10-yl)methyl)-N,N-dimethyl-6-oxo-4-phenyl-1,6-dihydropyridine-3-carboxamide